C[C@@](C(=O)O)(C[C@H]1C(NCCC1)=O)NC(=O)[C@H]1N(C[C@@H](C1)C1=CC=CC=C1)C(=O)C=1NC2=CC=CC(=C2C1)OC.N([C@@]([C@@](C([2H])([2H])[2H])(C(C[2H])([2H])[2H])[2H])(C(=O)O)[2H])([2H])[2H] isoleucine-d10 methyl-(2S)-2-[[(2S,4S)-1-(4-methoxy-1H-indole-2-carbonyl)-4-phenyl-pyrrolidine-2-carbonyl]amino]-3-[(3S)-2-oxo-3-piperidyl]propanoate